2-((4-(2-((2,6-dimethylpyrimidin-4-yl)amino)pyrazolo[1,5-a]pyridin-5-yl)-6-methylpyridin-3-yl)oxy)-1-(1-methylcyclopropyl)ethan-1-one CC1=NC(=CC(=N1)NC1=NN2C(C=C(C=C2)C2=C(C=NC(=C2)C)OCC(=O)C2(CC2)C)=C1)C